methyl 6-(tert-butoxycarbonyl)-6-azaspiro[2.5]octane-1-carboxylate C(C)(C)(C)OC(=O)N1CCC2(CC2C(=O)OC)CC1